3,4-epoxy-3-methylcyclohexylmethyl 3,4-epoxy-3-methylhexanecarboxylate CC1(CCC(=O)OCC2CC3(C(CC2)O3)C)C(CC)O1